[Si](C1=CC=CC=C1)(C1=CC=CC=C1)(C(C)(C)C)OCC1=NN(C(O1)=O)C1CC(C1)C1=CC=C(C=C1)Cl 5-[[(tert-butyldiphenylsilyl)oxy]methyl]-3-[(1r,3r)-3-(4-chlorophenyl)cyclobutyl]-2,3-dihydro-1,3,4-oxadiazol-2-one